(R)-4-((1-methoxypropan-2-yl)amino)-2-((8-(1-methyl-1H-pyrazol-5-yl)-2,3-dihydrobenzo[b][1,4]dioxin-5-yl)amino)-7H-pyrrolo[2,3-d]pyrimidine-5-carbonitrile COC[C@@H](C)NC=1C2=C(N=C(N1)NC1=CC=C(C=3OCCOC31)C3=CC=NN3C)NC=C2C#N